CN(C=1C=NC=C(C(=O)NCC2=CC=C3C=C(N(C3=C2)C(=O)OC(C)(C)C)CN2CCC(CC2)(C)C)C1)C Tert-butyl 6-((5-(dimethylamino)nicotinamido)methyl)-2-((4,4-dimethylpiperidin-1-yl)methyl)-1H-indole-1-carboxylate